CS(=O)(=O)OC1=CC(=CC=C1)S(N(C)C)(=O)=O.[Na] sodium [3-(dimethylsulfamoyl)phenyl] methanesulfonate